ClC1=C(C(=C(N=N1)OC1=C(C(=CC=C1)C1CC1)F)C(=O)NCC(F)(F)C1=C(C=C(C=C1)C)Cl)C 6-chloro-N-[2-(2-chloro-4-methyl-phenyl)-2,2-difluoroethyl]-3-(3-cyclopropyl-2-fluorophenoxy)-5-methylpyridazine-4-carboxamide